FC(C=1C=C(C=NC1)C1CCC(CC1)N1CC2(CS(C2)(=O)=O)CC1)(F)F 6-((1r,4r)-4-(5-(trifluoromethyl)pyridin-3-yl)cyclohexyl)-2-thia-6-azaspiro[3.4]octane 2,2-dioxide